tert-butyl 5-amino-4-(1-(hydroxymethyl)-4-oxo-4H-thieno[3,4-c]pyrrol-5(6H)-yl)-5-oxopentanoate NC(C(CCC(=O)OC(C)(C)C)N1CC=2C(C1=O)=CSC2CO)=O